pentabromotrifluoropropane BrC(C(C(F)(F)F)(Br)Br)(Br)Br